tert-butyl-6-(3-(2-fluoro-5-methylphenyl)-4-(trifluoromethyl)-1H-pyrazol-1-yl)-2-azaspiro[3.3]heptane-2-carboxylate C(C)(C)(C)OC(=O)N1CC2(C1)CC(C2)N2N=C(C(=C2)C(F)(F)F)C2=C(C=CC(=C2)C)F